1-((2-(cyclopropylamino)pyridin-4-yl)methyl)-5,5-dimethyl-3-(4-(1-(trifluoromethyl)cyclopropyl)phenyl)imidazolidine-2,4-dione C1(CC1)NC1=NC=CC(=C1)CN1C(N(C(C1(C)C)=O)C1=CC=C(C=C1)C1(CC1)C(F)(F)F)=O